2-{5-(dibenzothiophene-3-yl)-4'-phenyl-1,1'-biphenyl-3-yl}-4,6-diphenyl-1,3,5-triazine C1=CC(=CC=2SC3=C(C21)C=CC=C3)C=3C=C(C=C(C3)C3=CC=C(C=C3)C3=CC=CC=C3)C3=NC(=NC(=N3)C3=CC=CC=C3)C3=CC=CC=C3